dihydro-1H-inden C1CCC2=CC=CC=C12